2-fluorocyclopropane-1-carboxamide FC1C(C1)C(=O)N